(l)-2-(3-methyl-isoxazol-5-yl)phenol CC1=NOC(=C1)C1=C(C=CC=C1)O